ethyl 2-(4-bromo-3-fluorophenyl)-3-((tert-butyldimethylsilyl)oxy)propanoate BrC1=C(C=C(C=C1)C(C(=O)OCC)CO[Si](C)(C)C(C)(C)C)F